Cl.C[C@@H]1CCNCCO1 (R)-7-methyl-1,4-oxaazepane hydrochloride